N1CCC(CC1)COCCCNC1=C2C(NC(C2=CC=C1)=O)=O 4-[3-(4-piperidylmethoxy)propylamino]isoindoline-1,3-dione